C1(CCCCC1)C[C@H](C(=O)N1CC([C@](CC1)(O)CN1C(C=C(C(=C1)C(=O)N1CCNCC1)C1CC1)=O)(C)C)C 1-(((S)-1-((R)-3-cyclohexyl-2-methylpropanoyl)-4-hydroxy-3,3-dimethylpiperidin-4-yl)methyl)-4-cyclopropyl-5-(piperazine-1-carbonyl)pyridin-2(1H)-one